(S)-tert-butyl (1-(3-bromo-5-fluorophenyl)but-3-en-1-yl)carbamate BrC=1C=C(C=C(C1)F)[C@H](CC=C)NC(OC(C)(C)C)=O